(E)-3-(dimethylamino)-2-(p-tolyl)acrylic acid ethyl ester C(C)OC(\C(=C\N(C)C)\C1=CC=C(C=C1)C)=O